(1-((tert-butoxycarbonyl) amino) ethyl) benzoate C(C1=CC=CC=C1)(=O)OC(C)NC(=O)OC(C)(C)C